3-bromo-1-(2-chloro-4-cyanophenyl)-4,5-dihydro-1H-pyrazole-5-carboxylic acid ethyl ester C(C)OC(=O)C1CC(=NN1C1=C(C=C(C=C1)C#N)Cl)Br